(3,3-dimethyl-2,3-dihydro-1H-pyrrolo[3,2-b]pyridin-1-yl)(4-(methyl(phenethyl)amino)piperidin-1-yl)methanone CC1(CN(C=2C1=NC=CC2)C(=O)N2CCC(CC2)N(CCC2=CC=CC=C2)C)C